FC1(CCOC=2C1=NC(=CC2)C(C)O)F 1-(4,4-difluoro-3,4-dihydro-2H-pyrano[3,2-b]pyridin-6-yl)ethan-1-ol